ClC=1C=CC=C2C=CC(=NC12)NC1=C(C=C(C=C1)OC(F)(F)F)C1CC1 8-chloro-N-(2-cyclopropyl-4-(trifluoromethoxy)phenyl)quinolin-2-amine